2',6'-diisopropoxy-3'-(xylyl)-2-bromobiphenyl C(C)(C)OC1=C(C(=CC=C1C1=C(C(=CC=C1)C)C)OC(C)C)C1=C(C=CC=C1)Br